N-[[3-(difluoromethyl)-4-(1,2-dihydroxyethyl)-7-[4-(trifluoromethoxy)phenyl]benzimidazol-5-yl]methyl]prop-2-enamide FC(N1C=NC2=C1C(=C(C=C2C2=CC=C(C=C2)OC(F)(F)F)CNC(C=C)=O)C(CO)O)F